FC=1C=CC(=NC1)C(C#N)=C1CCN(CC1)C(=O)N1CCOCC1 2-(5-fluoropyridin-2-yl)-2-(1-(morpholine-4-carbonyl)piperidin-4-ylidene)acetonitrile